1-(3,3-difluoro-4-piperidyl)-3-[6-[3-(2-methoxy-4-methylsulfonyl-anilino)prop-1-ynyl]-1-(2,2,2-trifluoroethyl)indol-4-yl]urea FC1(CNCCC1NC(=O)NC1=C2C=CN(C2=CC(=C1)C#CCNC1=C(C=C(C=C1)S(=O)(=O)C)OC)CC(F)(F)F)F